COC1=C(C=CC(=C1)OC)CNC(=O)C1=CC2=C(C(=N1)C=1N=COC1C(=O)OCC)C=NN2C ethyl 4-[6-[(2,4-dimethoxyphenyl)methylcarbamoyl]-1-methyl-pyrazolo[4,3-c]pyridin-4-yl]oxazole-5-carboxylate